(-)-2-amino-5-phosphonopentanoate NC(C(=O)[O-])CCCP(=O)(O)O